ethylenebis(4-benzoylbenzyl-dimethyl-ammonium) dibromide [Br-].[Br-].C(C[N+](C)(C)CC1=CC=C(C=C1)C(C1=CC=CC=C1)=O)[N+](C)(C)CC1=CC=C(C=C1)C(C1=CC=CC=C1)=O